tert-butyl 4-(4-piperidylmethyl)piperidine-1-carboxylate di-acetate C(C)(=O)O.C(C)(=O)O.N1CCC(CC1)CC1CCN(CC1)C(=O)OC(C)(C)C